keto-6-deoxymannose O=C[C@@H](O)[C@@H](O)[C@H](O)[C@H](O)C